(E)-N-(4-(1-(6-(4-(2-((2-(2,6-dioxopiperidin-3-yl)-1,3-dioxoisoindolin-4-yl)thio)acetyl)piperazin-1-yl)pyridazine-3-carbonyl)piperidin-4-yl)butyl)-3-(pyridin-3-yl)acrylamide O=C1NC(CCC1N1C(C2=CC=CC(=C2C1=O)SCC(=O)N1CCN(CC1)C1=CC=C(N=N1)C(=O)N1CCC(CC1)CCCCNC(\C=C\C=1C=NC=CC1)=O)=O)=O